N-CYCLOHEXYL-3-(4-FORMYLPIPERIDIN-1-YL)PROPANAMIDE C1(CCCCC1)NC(CCN1CCC(CC1)C=O)=O